1-phenyl-2-(N-pyrrolidinyl)-1-propanone C1(=CC=CC=C1)C(C(C)N1CCCC1)=O